2,4-dicyanoglutarate C(#N)C(C(=O)[O-])CC(C(=O)[O-])C#N